NCCCC(C)(O[SiH](OCC)OCC)CCCN bis-aminopropyl-triethoxysilane